N,N-bis(4-isopropylcyclohexyl)-5-(4-t-pentylcyclohexylcarbonylamino)isophthalamide C(C)(C)C1CCC(CC1)N(C(C1=CC(C(=O)N)=CC(=C1)NC(=O)C1CCC(CC1)C(C)(C)CC)=O)C1CCC(CC1)C(C)C